N-[3-(7-hydroxy-6-{6-[methyl-(2,2,6,6-tetramethyl-piperidin-4-yl)-amino]-pyridazin-3-yl}-naphthalen-2-yloxy)-propyl]-acetamide OC1=C(C=C2C=CC(=CC2=C1)OCCCNC(C)=O)C=1N=NC(=CC1)N(C1CC(NC(C1)(C)C)(C)C)C